C1O[C@H](CC12CCCC2)COC=2C(=CC(=NC2)C)C2=CC=1N(C=C2)N=C(C1)NC1=NC(=NC(=C1)C)C |r| Rac-5-(5-(2-oxaspiro[4.4]nonan-3-ylmethoxy)-2-methylpyridin-4-yl)-N-(2,6-dimethylpyrimidin-4-yl)pyrazolo[1,5-a]pyridin-2-amine